[OH-].FC(F)(F)[P+](C(F)(F)F)(C(F)(F)F)C(F)(F)F tetra(trifluoromethyl)phosphonium hydroxide